N-(2-(dimethylamino)-2-(4-methoxyphenyl)ethyl)-5-fluoroisoindoline-2-carboxamide CN(C(CNC(=O)N1CC2=CC=C(C=C2C1)F)C1=CC=C(C=C1)OC)C